3-(3-(4-((6-methylpyridin-3-yloxy)methyl)phenoxy)azetidin-1-yl)-2-(1H-pyrrol-1-yl)benzoic acid CC1=CC=C(C=N1)OCC1=CC=C(OC2CN(C2)C=2C(=C(C(=O)O)C=CC2)N2C=CC=C2)C=C1